BrC1=C(C=C(C2=C1CCO2)N)F 4-bromo-5-fluoro-2,3-dihydrobenzofuran-7-amine